OC1CN(C1)CC1=C2C(=NC=C1)N(N=C2)C2=CC=C(C=C2)OC(F)(F)F 4-[(3-hydroxyazetidin-1-yl)methyl]-1-[4-(trifluoromethoxy)phenyl]pyrazolo[3,4-b]pyridin